NC1=NC=CC2=C(C=CC=C12)NCC12NCC(C1)(C2)COC2=CC(N1CCCC1=C2)=O 7-[[1-[[(1-aminoisoquinolin-5-yl)amino]methyl]-2-azabicyclo[2.1.1]hexan-4-yl]methoxy]-2,3-dihydro-1H-indolizin-5-one